C1(CC1)C1=CC(=NN1)NC1=NC(=NC=C1)N1C2CC(C1)(C2)CN(C(OCC2=CC=CC=C2)=O)C benzyl N-[[2-[4-[(5-cyclopropyl-1H-pyrazol-3-yl) amino] pyrimidin-2-yl]-2-azabicyclo[2.1.1]hex-4-yl] methyl]-N-methyl-carbamate